tert-butyl ((3R)-1-(1-(2,4-difluorophenyl)-1,2,3,4-tetrahydroisoquinoline-2-carbonyl)pyrrolidin-3-yl)methylcarbamate FC1=C(C=CC(=C1)F)C1N(CCC2=CC=CC=C12)C(=O)N1C[C@H](CC1)CNC(OC(C)(C)C)=O